FC1(CCC(CC1)C1CN(C1)[C@@H]1[C@H](CCCC1)OC=1C=C2CN(C(C2=CC1)=O)C12C(NC(C(C1)C2)=O)=O)F 1-(5-(((1S,2S)-2-(3-(4,4-difluorocyclohexyl)azetidin-1-yl)cyclohexyl)oxy)-1-oxoisoindolin-2-yl)-3-azabicyclo[3.1.1]heptane-2,4-dione